NC1(CN(C1)C(=O)OC(C)(C)C)C tertbutyl 3-amino-3-methylazetidine-1-carboxylate